Cl.ClC=1C=C(C=CC1)NN (3-chlorophenyl)-hydrazine hydrochloric acid salt